FC1=C(C(=CC=C1)COCCCO)C=1C=C2C(=CN1)N(N=C2C2=CC(=C(C=C2)NC(OC(C)(C)C)=O)O)COCC[Si](C)(C)C tert-butyl N-[4-(5-{2-fluoro-6-[(3-hydroxypropoxy)methyl]phenyl}-1-{[2-(trimethylsilyl)ethoxy]methyl}-1H-pyrazolo[3,4-c]pyridin-3-yl)-2-hydroxyphenyl]carbamate